COC(C1=CC=C2C3(CC(N(C2=N1)C(=O)N)C3)F)OC 7-(dimethoxymethyl)-4-fluoro-3,4-dihydro-2,4-methylene-1,8-naphthyridine-1(2H)-carboxamide